methyl 3-[(4-{3-[(4-methyl-1,2,4-triazol-3-yl)methyl]oxetan-3-yl}-6-(6-{[(3S)-3-methylpiperidin-1-yl]methyl}-1-oxo-4-(trifluoromethyl)-3H-isoindol-2-yl)pyridin-2-yl)sulfanyl]propanoate CN1C(=NN=C1)CC1(COC1)C1=CC(=NC(=C1)N1C(C2=CC(=CC(=C2C1)C(F)(F)F)CN1C[C@H](CCC1)C)=O)SCCC(=O)OC